N,N-dimethyl-3-(p-methoxyphenyl)isoquinolin-1-amine CN(C1=NC(=CC2=CC=CC=C12)C1=CC=C(C=C1)OC)C